CC=1C2=C3C=CC1C(C1=CC=C4CCN(C(C5=CC=C(CCCCCN3N=N2)C=C5)=O)CC4=C1)CC(=O)NC=1C=NC(=CC1)C 2-[32-Methyl-20-oxo-8,9,10,21-tetrazahexacyclo[19.5.3.216,19.13,7.06,10.024,28]dotriaconta-1(26),3(32),4,6,8,16,18,24,27,30-decaen-2-yl]-N-(6-methylpyridin-3-yl)acetamide